4-[4-[(5S)-5-(aminomethyl)-2-oxo-3-oxazolidinyl]phenyl]-3-morpholinone hydrochloride Cl.NC[C@H]1CN(C(O1)=O)C1=CC=C(C=C1)N1C(COCC1)=O